C(CCCC)P(CC)CC Pentyldiethylphosphin